6-chloro-N-methoxy-4-((6-methoxy-2-(N-methylmethanesulfonamido)pyridin-3-yl)amino)nicotinamide ClC1=NC=C(C(=O)NOC)C(=C1)NC=1C(=NC(=CC1)OC)N(S(=O)(=O)C)C